C(=O)C1=CC=C(N(CC)NCCCC)C=C1 p-formyl-N-ethylbutylaminoaniline